N1N=CC(=C1)N(C(COC1=CC=C(C=C1)C)=O)CC=1SC=CC1 N-(1H-pyrazol-4-yl)-N-(thiophen-2-ylmethyl)-2-(p-tolyloxy)acetamide